NCC1(C2CCN(CC12)C1=CN=C(C(=N1)N)SC=1C(=NC=CC1)C(F)(F)F)C1=NC=CC=C1 6-[7-(aminomethyl)-7-pyridin-2-yl-3-azabicyclo[4.1.0]heptan-3-yl]-3-[(2-(trifluoromethyl)pyridin-3-yl)thio]pyrazin-2-amine